C(C)(C)(C)N(C(O)=O)C12CC(C1)(C2)CC2=CC=C(C=C2)C=O.ClCC(=O)NC2=C(C=C(C=C2Cl)Cl)Cl 2-chloro-N-(2,4,6-trichlorophenyl)acetamide tert-butyl-(3-(4-formylbenzyl)bicyclo[1.1.1]pentan-1-yl)carbamate